(3E)-6-iodo-3-hexenylethyloxymethyl ether ICC/C=C/CCC(OCC)OC(CC\C=C\CCI)OCC